C(=O)C1=C(C=C(S1)C(=O)NC)C 5-formyl-N,4-dimethylthiophene-2-carboxamide